N1C=C(C2=CC=CC=C12)CC(=O)N([13CH3])[13CH3] 2-(1H-indol-3-yl)-N,N-di(methyl-13C)acetamide